((3s,6s,9as)-3-((6r,7s)-6-(5-chloropyridin-3-yl)-7-cyano-4-azaspiro[2.4]heptane-4-carbonyl)-5-oxooctahydro-1H-pyrrolo[1,2-a]azepin-6-yl) carbamate C(N)(O[C@H]1CCC[C@@H]2N(C1=O)[C@@H](CC2)C(=O)N2C1(CC1)[C@H]([C@@H](C2)C=2C=NC=C(C2)Cl)C#N)=O